C(N)(=O)C=1C=C(C=CC1F)NC(=O)[C@@H]1O[C@]([C@H]([C@@H]1C1=C(C=C(C=C1)F)OC(F)F)C)(C(F)(F)F)C (2R,3R,4S,5R)-N-(3-Carbamoyl-4-fluoro-phenyl)-3-[2-(difluoromethoxy)-4-fluoro-phenyl]-4,5-dimethyl-5-(trifluoromethyl)tetrahydrofuran-2-carboxamid